BrC(C(I)(F)F)(F)F 1-bromo-2-iodoperfluoroethane